FC(S(=O)(=O)OC=1CCOC(C1)CC1COCC1)(F)F 6-((tetrahydrofuran-3-yl)methyl)-3,6-dihydro-2H-pyran-4-yl trifluoromethanesulfonate